N1CCC(CC1)OC1=CN=CC(=N1)NC1=NNC(=C1)[C@@H]1COCC1 (R)-6-(piperidin-4-yloxy)-N-(5-(tetrahydrofuran-3-yl)-1H-pyrazol-3-yl)pyrazin-2-amine